BrC=1C=C(C(=NC1)C1=CC(=C2C=NC(=NN21)N[C@H]2[C@@H](CN(CC2)S(=O)(=O)C2CC2)O)F)F (3R,4R)-4-((7-(5-bromo-3-fluoropyridin-2-yl)-5-fluoropyrrolo[2,1-f][1,2,4]triazin-2-yl)amino)-1-(cyclopropylsulfonyl)piperidin-3-ol